4-(3-Chloro-2-fluoro-6-methoxyphenyl)-N-(4-(3-methoxypropyl)-5-oxo-4,5-dihydro-1,3,4-thiadiazol-2-yl)-6-methylnicotinamide ClC=1C(=C(C(=CC1)OC)C1=CC(=NC=C1C(=O)NC=1SC(N(N1)CCCOC)=O)C)F